methyl 6-(4-(3-(4-chloro-3-fluorophenyl)-1-isobutyl-5-methyl-1H-pyrrolo[2,3-b]pyridine-6-carbonyl)piperazin-1-yl)-2,4-dimethylnicotinate ClC1=C(C=C(C=C1)C1=CN(C2=NC(=C(C=C21)C)C(=O)N2CCN(CC2)C2=NC(=C(C(=O)OC)C(=C2)C)C)CC(C)C)F